5-(3-(4-fluoro-2-methoxyphenoxy)-6-(trifluoromethyl)pyridazine-4-carboxamido)pyridazine 1-oxide FC1=CC(=C(OC=2N=NC(=CC2C(=O)NC=2C=CN=[N+](C2)[O-])C(F)(F)F)C=C1)OC